C(CCCCC)OC(CCCCCCC\C=C/CCCCCC)=O (Z)-9-hexadecenoic acid n-hexyl ester